C(C)(C)(C)C1N(CCC2=CC(=CC=C12)Br)C(=O)O Tert-butyl-6-bromo-3,4-dihydroisoquinoline-2(1H)-carboxylic acid